OC(CNC(C(=C)C)=O)C N-(2-hydroxypropyl)METHACRYLAMIDE